6-Bromo-5-chloro-2-methoxy-1,8-naphthyridine BrC=1C(=C2C=CC(=NC2=NC1)OC)Cl